(E)-3-amino-N-(amino((4-phenylbutyl)amino)methylene)-6-chloro-5-((4-iodobenzyl)amino)pyrazine-2-carboxamide NC=1C(=NC(=C(N1)NCC1=CC=C(C=C1)I)Cl)C(=O)/N=C(/NCCCCC1=CC=CC=C1)\N